{4-[6-(1-Acetyl-1,2,3,6-tetrahydropyridin-4-yl)furo[2,3-d]pyrimidin-4-yl]-3-(4-fluorophenyl)-1H-pyrazol-1-yl}-1λ6-thietane-1,1-dione C(C)(=O)N1CCC(=CC1)C1=CC2=C(N=CN=C2C=2C(=NN(C2)C2S(CC2)(=O)=O)C2=CC=C(C=C2)F)O1